3,3'-bis(trifluoromethyl)azobenzene FC(C=1C=C(C=CC1)N=NC1=CC(=CC=C1)C(F)(F)F)(F)F